7-chloro-3-methyl-4-phenyl-2-p-tolyl-2H-pyrazolo[4,3-d]pyridazine ClC=1C=2C(C(=NN1)C1=CC=CC=C1)=C(N(N2)C2=CC=C(C=C2)C)C